FC1(C[C@H](N(C1)C(CNC(=O)C1=CC=NC2=CC=C(C=C12)OCCCN1CCCCC1)=O)C(C(=O)NC1=CC2=CC=CC=C2C=C1)=O)F (S)-N-(2-(4,4-difluoro-2-(2-(naphthalen-2-ylamino)-2-oxoacetyl)pyrrolidin-1-yl)-2-oxoethyl)-6-(3-(piperidin-1-yl)propoxy)quinoline-4-carboxamide